3,5-dichloro-4-(4-(4-methylpiperazin-1-yl)piperidin-1-yl)aniline ClC=1C=C(N)C=C(C1N1CCC(CC1)N1CCN(CC1)C)Cl